N1(CCC1)C1=CC2=C(C=C(O2)C(=O)NS(=O)(=O)C=2C(=NC=C(C2)C(F)(F)F)Cl)C(=C1)F 6-(Azetidin-1-yl)-N-[2-chloro-5-(trifluoromethyl)pyridine-3-sulfonyl]-4-fluoro-1-benzofuran-2-carboxamide